CC1(CCC(O1)C=O)C 5,5-dimethyltetrahydrofuran-2-carbaldehyde